C(=O)(O)SC(C(=O)O)CCC(=O)O carboxysulfanyl-pentanedioic acid